(S)-1-(7-(6-(1,2-Dihydroxyethyl)pyridin-2-yl)-1-(4-(trifluoromethyl)phenyl)-1,2,3,5-tetrahydro-4H-benzo[e][1,4]diazepin-4-yl)ethan-1-on O[C@H](CO)C1=CC=CC(=N1)C1=CC2=C(N(CCN(C2)C(C)=O)C2=CC=C(C=C2)C(F)(F)F)C=C1